C(C)(C)(C)OC(=O)N(C1CN(CC1)C1=NC=C(C=2C1=NC=CN2)C(=O)OC)C methyl 5-[3-[tert-butoxycarbonyl(methyl)amino]pyrrolidin-1-yl]pyrido[3,4-b]pyrazine-8-carboxylate